NC=1C(=NC(=CN1)C1=CC=C(C=C1)S(=O)(=O)C(CC(CCCCCCO)OC1OCCCC1)(C)C)C(=O)NC=1C(=C(C=CC1)CNC(OC(C)(C)C)=O)O tert-butyl N-[[3-[[3-amino-6-[4-(9-hydroxy-1,1-dimethyl-3-tetrahydropyran-2-yloxy-nonyl)sulfonylphenyl]pyrazine-2-carbonyl]amino]-2-hydroxyphenyl]methyl]carbamate